N-((S)-(5-((R*)-Cyclobutyl(4,4,4-trifluorobutanamido)methyl)-1H-benzo[d]imidazol-2-yl)(4,4-difluorocyclohexyl)methyl)-1-methyl-1H-pyrazole-5-carboxamide C1(CCC1)[C@H](C1=CC2=C(NC(=N2)[C@@H](NC(=O)C2=CC=NN2C)C2CCC(CC2)(F)F)C=C1)NC(CCC(F)(F)F)=O |o1:4|